CC(CC[C@@H](C(=O)O)NCC=1C=C2CCN(C(C2=CC1)=O)C)(C)C (2S)-5,5-dimethyl-2-{[(2-methyl-1-oxo-1,2,3,4-tetrahydroisoquinolin-6-yl)methyl]amino}hexanoic acid